2-fluoro-5-[4-methyl-7-[(3R)-1-methyl-3-piperidyl]imidazo[4,5-c]pyridazin-3-yl]benzothiophen-4-ol FC=1SC=2C(C1)=C(C(=CC2)C2=C(C1=C(N=N2)N(C=N1)[C@H]1CN(CCC1)C)C)O